tert-butyl (R)-(2-(2-amino-N-methyl-4-oxo-4-(tritylamino)butanamido)ethyl)carbamate N[C@@H](C(=O)N(C)CCNC(OC(C)(C)C)=O)CC(NC(C1=CC=CC=C1)(C1=CC=CC=C1)C1=CC=CC=C1)=O